(S)-1-(2-((S)-3-(Benzofuran-7-ylamino)pyrrolidin-1-yl)acetyl)-4,4-difluoropyrrolidin-2-carbonitril O1C=CC2=C1C(=CC=C2)N[C@@H]2CN(CC2)CC(=O)N2[C@@H](CC(C2)(F)F)C#N